COC(=O)C1=CC=C2C(=N1)C=NN2CCC#N 1-(2-cyanoethyl)-1H-pyrazolo[4,3-b]Pyridine-5-carboxylic acid methyl ester